CC1(OB(OC1(C)C)C=1C=NN2C1C=C(C=C2)Cl)C 3-(4,4,5,5-tetramethyl-1,3,2-dioxaborolan-2-yl)-5-chloropyrazolo[1,5-a]pyridine